7-hydroxy-6,8-diiodo-1,2,3,4-tetrahydroisoquinoline-3-carboxylic acid OC1=C(C=C2CC(NCC2=C1I)C(=O)O)I